(S)-2-(3-(1-amino-1,3-dihydrospiro[inden-2,4'-piperidin]-1'-yl)-6-((2-amino-3-chloropyridin-4-yl)thio)pyrazin-2-yl)propan-2-ol N[C@@H]1C2=CC=CC=C2CC12CCN(CC2)C=2C(=NC(=CN2)SC2=C(C(=NC=C2)N)Cl)C(C)(C)O